S(=O)(=O)(O)O.FC=1C=C(C=CC1N1CCN(CC1)C)NC=1N=C(C2=C(N1)NC=C2)OC=2C=C(C=CC2)NC(C=C)=O N-(3-(2-(3-fluoro-4-(4-methylpiperazin-1-yl)phenylamino)-7H-pyrrolo[2,3-d]pyrimidin-4-yloxy)phenyl)acrylamide sulfate salt